C(C=C)(=O)N1[C@@H](CCCC1)C=1N(C(=C(N1)C1=CC=C(C=C1)C(NC1=NC=CC(=C1)C1=CC=C(C=C1)C#N)=O)C(=O)N)N (S)-2-(1-acryloylpiperidin-2-yl)-1-amino-4-(4-((4-(4-cyanophenyl)pyridin-2-yl)carbamoyl)phenyl)-1H-imidazole-5-carboxamide